2-[(3R)-3-hydroxy-pyrrolidin-1-yl]-ethanesulfonic acid {3-[6-amino-5-(2-chloro-3,6-difluoro-benzyloxy)-pyridin-3-yl]-phenyl}-amide NC1=C(C=C(C=N1)C=1C=C(C=CC1)NS(=O)(=O)CCN1C[C@@H](CC1)O)OCC1=C(C(=CC=C1F)F)Cl